Mono-octyl terephthalate C(C1=CC=C(C(=O)[O-])C=C1)(=O)OCCCCCCCC